NC1=C(C=CC(=C1)OC(F)(F)F)C(=O)N1CCC(CC1)C1=C2C(=NC=C1)NC(=N2)C2CCOCCC2 [2-amino-4-(trifluoromethoxy)phenyl]-[4-[2-(oxepan-4-yl)-3H-imidazo[4,5-b]pyridin-7-yl]-1-piperidyl]methanone